OC(=O)C(F)(F)F.NC=1SC=C(N1)/C(/C(=O)N[C@H]1[C@@H](N(C1=O)S(=O)(=O)OCC(C(=O)O)(C)C)C)=N/OC(C(=O)OCC1=CC=CC=C1)(C)C (((2S,3S)-3-((Z)-2-(2-aminothiazol-4-yl)-2-(((1-(benzyloxy)-2-methyl-1-oxopropan-2-yl)oxy)imino)acetamido)-2-methyl-4-oxoazetidin-1-yl)sulfonyloxy)-2,2-dimethylpropanoate TFA Salt